N-(2-((5-cyano-4-((2-isopropoxyphenyl)amino)pyrimidin-2-yl)amino)-5-(4-((2-(dimethylamino)ethyl)(methyl)amino)piperidin-1-yl)phenyl)acrylamide C(#N)C=1C(=NC(=NC1)NC1=C(C=C(C=C1)N1CCC(CC1)N(C)CCN(C)C)NC(C=C)=O)NC1=C(C=CC=C1)OC(C)C